BrC1=CC=CC=2OC3=C(C21)C=CC(=C3)F 1-bromo-7-fluorodibenzo[b,d]furan